C1(CC1)C(=O)N1CCN(CC1)C(=O)C=1C=C(CC2=NNC(C3=CC=CC=C23)=O)C=CC1F 4-[3-(4-cyclopropanecarbonyl-piperazine-1-carbonyl)-4-fluoro-benzyl]-2H-phthalazin-1-one